OC1=CC=C(C=C1)CCC(C)=O 4-[4'-Hydroxyphenyl]-butan-2-one